ethyl (tetrahydro-2H-pyran-4-yl)glycinate {ethyl (tetrahydro-2H-pyran-4-yl)glycinate} C(C)N(CC(=O)O)C1CCOCC1.O1CCC(CC1)NCC(=O)OCC